FC=1C=C2C(=CNC(C2=CC1F)=O)C(C)N(C(=O)NCC1=CC(=C(C(=C1)F)F)F)C 1-(1-(6,7-difluoro-1-oxo-1,2-dihydroisoquinolin-4-yl)ethyl)-1-methyl-3-(3,4,5-trifluorobenzyl)urea